OCCNNC1=C(C=CC=C1)[N+](=O)[O-] N-(β-hydroxyethyl)amino-3-nitro-4-aminobenzene